4-phenanthreneformic acid C1=CC=C(C=2C3=CC=CC=C3C=CC12)C(=O)O